N1=CC=C(C2=CC=CC=C12)C1=CN=CC=C1C(=O)N quinolin-4-isonicotinamide